ethyl 2-(7-(1-(tert-butoxycarbonyl)azetidin-3-yl)-1-(cyclopropylmethyl)-1H-indol-2-yl)-3-methylpyrazolo[1,5-a]pyridine-6-carboxylate C(C)(C)(C)OC(=O)N1CC(C1)C=1C=CC=C2C=C(N(C12)CC1CC1)C1=NN2C(C=CC(=C2)C(=O)OCC)=C1C